Tetramethyl vinyl tetrasiloxane methyl (2R,7aS)-2-fluoro-6-hydroxytetrahydro-1H-pyrrolizine-7a(5H)-carboxylate F[C@@H]1C[C@@]2(CC(CN2C1)O)C(=O)OC.C[Si](O[Si](C=C)(C)C)(O[SiH2]O[SiH3])C